7-bromo-1H-pyrazolo[4,3-c]pyridin-4-amine BrC=1C2=C(C(=NC1)N)C=NN2